1-[3-fluoro-5-(2-hydroxyethylamino)phenyl]-3-[5-chloro-2-(2-hydroxyethyl)phenyl]urea FC=1C=C(C=C(C1)NCCO)NC(=O)NC1=C(C=CC(=C1)Cl)CCO